[(3R,9aS)-3-(3-chloro-4-fluoro-phenyl)-3,4,6,7,9,9a-hexahydro-1H-pyrazino[2,1-c][1,4]oxazin-8-yl]-[2-chloro-3-(5-methylpyrimidin-4-yl)phenyl]methanone ClC=1C=C(C=CC1F)[C@@H]1CN2[C@H](CO1)CN(CC2)C(=O)C2=C(C(=CC=C2)C2=NC=NC=C2C)Cl